C1C=2C=NC=3N=CC=CC3C21 cyclopropa[c]1,8-naphthyridine